(E)-3-(4-((1R,3R)-2-(bicyclo[1.1.1]pent-1-yl)-3-methyl-2,3,4,9-tetrahydro-1H-pyrido[3,4-b]indol-1-yl)-3,5-difluorophenyl)acrylic acid C12(CC(C1)C2)N2[C@@H](C=1NC3=CC=CC=C3C1C[C@H]2C)C2=C(C=C(C=C2F)/C=C/C(=O)O)F